BrN1C(=C(C=2C1=NC=CC2Cl)C2CC2)[Si](C)(C)C bromo-4-chloro-3-cyclopropyl-2-(trimethylsilyl)-1H-pyrrolo[2,3-b]pyridine